C(#N)C=1C=CC(=C(C1)C(CNC(C(=O)OCC)=O)=O)C1CC1 ethyl 2-((2-(5-cyano-2-cyclopropylphenyl)-2-oxoethyl)amino)-2-oxoacetate